ClC1=NC(=CC(=C1)C)C(CF)(F)F 2-chloro-4-methyl-6-(1,1,2-trifluoroethyl)pyridine